FC1=C(CN2C(N(C(C3=C2SC(=C3CN(C)C)C3=CC=C(C=C3)NC(=O)NOC)=O)C=3N=NC(=CC3)OC)=O)C(=CC=C1)F (4-(1-(2,6-difluorobenzyl)-5-((dimethylamino)methyl)-3-(6-methoxy-3-pyridazinyl)-2,4-dioxo-1,2,3,4-tetrahydrothieno[2,3-d]pyrimidin-6-yl)phenyl)-N'-methoxyurea